1-ethyl-1-(2-(1-methyl-1H-imidazo[1,2-b]pyrazole-7-carbonyl)-2-azaspiro[3.3]heptan-6-yl)-3-(3-(trifluoromethyl)phenyl)urea C(C)N(C(=O)NC1=CC(=CC=C1)C(F)(F)F)C1CC2(CN(C2)C(=O)C2=C3N(N=C2)C=CN3C)C1